(3R,7R)-2-(3,4-dichlorobenzoyl)-3,7-dimethyl-9-(1-(2-methylpyrimidin-5-yl)ethyl)-1,2,3,4,8,9-hexahydropyrido[4',3':3,4]pyrazolo[1,5-a]pyrazin-10(7H)-one ClC=1C=C(C(=O)N2CC=3C(=NN4C3C(N(C[C@H]4C)C(C)C=4C=NC(=NC4)C)=O)C[C@H]2C)C=CC1Cl